CC1=C(C(=CC(=C1)C)C)N1C(N(C=C1)C1=C(C=C(C=C1C)C)C)=[Pd](C1=C(C=CC=C1)CN(C)C)Cl [1,3-bis(2,4,6-trimethylphenyl)-1,3-dihydro-2H-imidazol-2-ylidene](chloro){2-[(dimethylamino)methyl]phenyl}palladium